C1(CC1)C=1C=C(C=2N(C1)C=C(N2)CN2N=NC(=C2)C(=O)NCC2=NC=CC(=C2F)OC)CCN(C)C 1-((6-cyclopropyl-8-(2-(dimethylamino)ethyl)imidazo[1,2-a]pyridin-2-yl)methyl)-N-((3-fluoro-4-methoxypyridin-2-yl)methyl)-1H-1,2,3-triazole-4-carboxamide